C1(=CC=CC=2C3=CC=CC=C3NC12)C1=CC=CC=2SC3=C(C21)C=CC=C3 carbazolyldibenzothiophene